NC=1N=CN(C(C1C(=O)NC1=CC(=CC=C1)[C@@H](C)NC)=O)C1=C(C=C(C=C1C)OC)Cl (R)-4-amino-1-((S)-2-chloro-4-methoxy-6-methylphenyl)-N-(3-(1-(methylamino)ethyl)phenyl)-6-oxo-1,6-dihydropyrimidine-5-carboxamide